COC1=C(C=C(C(=C1)C1=CN(C(C2=CN=CC=C12)=O)C)OC)CN1CCN(CC1)C1CC2(C1)CCN(CC2)C=2C=CC(=NC2)C(=O)NC2C(NC(CC2)=O)=O 5-(2-(4-[(2,5-dimethoxy-4-(2-methyl-1-oxo-1,2-dihydro-2,7-naphthyridin-4-yl)phenyl)methyl]piperazin-1-yl)-7-azaspiro[3.5]nonan-7-yl)-N-(2,6-dioxopiperidin-3-yl)pyridine-2-carboxamide